N-(6-nitrobenzo[d]thiazol-2-yl)-2-hydroxybenzoamide [N+](=O)([O-])C1=CC2=C(N=C(S2)NC(C2=C(C=CC=C2)O)=O)C=C1